C(C)C=1N=C(SC1CCC(=O)C1=CC(=C(C=C1)OC(CO)(C)C)C)C1=CC=C(C=C1)C(F)(F)F 3-(4-ethyl-2-(4-(trifluoromethyl)phenyl)thiazol-5-yl)-1-(4-((1-hydroxy-2-methylpropan-2-yl)oxy)-3-methylphenyl)propan-1-one